CC(CCCCCCCCCCC(=O)O)CCCCCC 12-methyl-octadecanoic acid